2-(4-(2-(3,4-dihydroxy-5-methoxyphenyl)-1H-benzo[d]imidazol-5-yl)piperazine-1-carbonyl)benzoic acid OC=1C=C(C=C(C1O)OC)C1=NC2=C(N1)C=CC(=C2)N2CCN(CC2)C(=O)C2=C(C(=O)O)C=CC=C2